1,3-di-o-cumenyl-2-propynylguanidine C1(=C(C=CC=C1)NC(=NC#CC)NC1=C(C=CC=C1)C(C)C)C(C)C